C(C)O/C=C/C=1C(=NC(=NC1)SC)C(=O)OC (E)-Methyl 5-(2-ethoxyvinyl)-2-(methylthio)pyrimidine-4-carboxylate